tert-butyl (2S)-4-[7-(8-chloro-1-naphthyl)-8-fluoro-2-methylsulfanyl-pyrido[4,3-d]pyrimidin-4-yl]-2-(cyanomethyl)piperazine-1-carboxylate ClC=1C=CC=C2C=CC=C(C12)C1=C(C=2N=C(N=C(C2C=N1)N1C[C@@H](N(CC1)C(=O)OC(C)(C)C)CC#N)SC)F